C(C)(C)(C)OC(=O)N1CC2=CC=C(C(=C2CC1)OCOC)C=O 6-formyl-5-(methoxymethyloxy)-3,4-dihydroisoquinoline-2(1H)-carboxylic acid tert-butyl ester